3'-amino-5'-cyclopropyl-2-(4-methyl-1,2,4-triazol-3-yl)-[1,1'-biphenyl]-4-carbonitrile NC=1C=C(C=C(C1)C1CC1)C1=C(C=C(C=C1)C#N)C1=NN=CN1C